5-[3'-hydroxy-4'-methyl-2-(trifluoromethyl)biphenyl-4-yl]-3,6-dihydro-2H-1,3,4-oxadiazin-2-one OC=1C=C(C=CC1C)C1=C(C=C(C=C1)C1=NNC(OC1)=O)C(F)(F)F